1-(1-((2-(trimethylsilyl)ethoxy)methyl)-1H-benzo[d]imidazol-7-yl)imidazolidin-2-one C[Si](CCOCN1C=NC2=C1C(=CC=C2)N2C(NCC2)=O)(C)C